N(=C=O)C1=CC=C(C=C1)OP(=S)(OC1=CC=C(C=C1)N=C=O)OC1=CC=C(C=C1)N=C=O tris-(p-isocyanatophenyl)-thiophosphate